CN(CCOC(=O)OC(C(=O)OCCCCCCCC(=O)OC\C=C/CCCCCC)CC(=O)OCCCCCCCC(=O)OC\C=C/CCCCCC)C Bis(8-(((Z)-non-2-en-1-yl)oxy)-8-oxooctyl) 2-(((2-(dimethylamino)ethoxy)carbonyl)oxy)succinate